FC1=C(C=NC(=C1F)OC)N1C(=NC2=C(C1=O)SC=N2)SCC2=C(C=C(C=C2F)F)F 6-(4,5-Difluoro-6-methoxypyridin-3-yl)-5-((2,4,6-trifluorobenzyl)thio)thiazolo[4,5-d]pyrimidin-7(6H)-one